tert-butyl 4-(3-(difluoromethyl)dibenzo[b,f][1,4]oxazepin-11-yl)piperazine-1-carboxylate FC(C1=CC2=C(C(=NC3=C(O2)C=CC=C3)N3CCN(CC3)C(=O)OC(C)(C)C)C=C1)F